NC1=CC(=C(C=N1)C1=NC=C(C=C1)N1C(COCC1)=O)Cl 4-(6'-amino-4'-chloro-[2,3'-bipyridin]-5-yl)morpholin-3-one